4-amino-5-[(3,3-difluoroazetidin-1-yl)methyl]pyrrolo[2,1-f][1,2,4]triazin-7-yl-N-[(3R,4S)-4-fluoro-1-(2-fluorobenzoyl)pyrrolidin-3-yl]benzamide NC1=NC=NN2C1=C(C=C2C2=C(C(=O)N[C@@H]1CN(C[C@@H]1F)C(C1=C(C=CC=C1)F)=O)C=CC=C2)CN2CC(C2)(F)F